(S)-tert-butyl 4-((4-(difluoromethyl)-5-fluoropyridin-2-yl)oxy)-3,3-difluoropyrrolidine-1-carboxylate FC(C1=CC(=NC=C1F)O[C@@H]1C(CN(C1)C(=O)OC(C)(C)C)(F)F)F